ethyl 7-(5-fluoro-2-(((3S,4R)-3-hydroxytetrahydro-2H-pyran-4-yl) amino) pyrimidin-4-yl)-1-isopropyl-3-methyl-4-oxo-1,4-dihydroquinoline-2-carboxylate FC=1C(=NC(=NC1)N[C@H]1[C@@H](COCC1)O)C1=CC=C2C(C(=C(N(C2=C1)C(C)C)C(=O)OCC)C)=O